2-(3-{3-[(adamantan-2-yl)amino]pyrrolidin-1-yl}-1,2,4-triazin-6-yl)-5-(1H-pyrazol-4-yl)phenol C12C(C3CC(CC(C1)C3)C2)NC2CN(CC2)C=2N=NC(=CN2)C2=C(C=C(C=C2)C=2C=NNC2)O